BrC=1N=C(SC1)C(=O)C1=NC=CN=C1Cl (4-bromothiazol-2-yl)(3-chloropyrazin-2-yl)methanone